OCS(=O)(=O)[O-].[Na+] sodium (hydroxymethyl)sulfonate